NC=1C=2N(C3=CC(=CC=C3N1)C(=O)N(C1CCC3=NC(=CC=C31)C(F)(F)F)C31CC(C3)C1)C=NN2 4-amino-N-(bicyclo[1.1.1]pentan-1-yl)-N-(2-(trifluoromethyl)-6,7-dihydro-5H-cyclopenta[b]pyridin-5-yl)-[1,2,4]triazolo[4,3-a]quinoxaline-8-carboxamide